3-(3-methoxybenzamido)thiophene-2-carboxylic acid methyl ester COC(=O)C=1SC=CC1NC(C1=CC(=CC=C1)OC)=O